(E)-2-(3-(2-cyano-2-(5,6-dimethoxy-1H-benzo[d]imidazol-2-yl)vinyl)-2,5-dimethyl-1H-pyrrol-1-yl)-4,5-dimethylfuran-3-carbonitrile C(#N)\C(=C/C1=C(N(C(=C1)C)C=1OC(=C(C1C#N)C)C)C)\C1=NC2=C(N1)C=C(C(=C2)OC)OC